C(C)(C)N1N=C2C(N=C(N=C2N[C@H](C)C=2C=NC3=CC=CC=C3C2)N2CCN(CC2)C(C)=O)=C1C 1-{4-[2-Isopropyl-3-methyl-7-((R)-1-quinolin-3-yl-ethylamino)-2H-pyrazolo[4,3-d]pyrimidin-5-yl]-piperazin-1-yl}-ethanon